OC(CO)C=1C=C2C(=C(C(NC2=CN1)=O)C#N)N1CCC2(CC2)CC1 6-(1,2-dihydroxyethyl)-2-oxo-4-(6-azaspiro[2.5]octane-6-yl)-1,2-dihydro-1,7-naphthyridin-3-carbonitrile